COC1=CC=C(OC2=NC3=C(N=CC(=C3C=C2)O)Cl)C=C1 2-(4-methoxyphenoxy)-5-hydroxy-8-chloro-1,7-naphthyridine